C(CCC)C(CCCCCCC)(N1C(=C2C(C1=O)=C(NC2=O)C=2SC(=CC2)Br)C=2SC(=CC2)Br)CCCC 5-dibutyloctyl-3,6-bis(5-bromothiophene-2-yl)pyrrolo[3,4-c]pyrrol-1,4-dione